NC1=C(C=C(C(=C1)C=1C=NC(=NC1)N1CCOCC1)F)N1C[C@H]([C@H](C1)F)N(C)CCOC (3R,4S)-1-(2-amino-5-fluoro-4-(2-morpholinopyrimidin-5-yl)phenyl)-4-fluoro-N-(2-methoxyethyl)-N-methylpyrrolidin-3-amine